[4-(5-chlorooxazolo[4,5-b]pyridin-2-yl)piperazin-1-yl]-[5-(trifluoromethyl)-6-[[1-(trifluoromethyl)cyclopropyl]methoxy]-3-pyridyl]methanone ClC1=CC=C2C(=N1)N=C(O2)N2CCN(CC2)C(=O)C=2C=NC(=C(C2)C(F)(F)F)OCC2(CC2)C(F)(F)F